7-(2-(5-cyclopropyl-3-(2-(trifluoromethyl)phenyl)isoxazol-4-yl)-7-azaspiro[3.5]non-1-en-7-yl)-8-methylquinoline-3-carboxylic acid C1(CC1)C1=C(C(=NO1)C1=C(C=CC=C1)C(F)(F)F)C1=CC2(C1)CCN(CC2)C2=CC=C1C=C(C=NC1=C2C)C(=O)O